O1CC(C1)C1=CC(=NO1)C(=O)N[C@H]1CCN([C@@H]2C[C@H]12)S(=O)(=O)CC1[C@H]2CN(C[C@@H]12)C(=O)OC(C)(C)C tert-Butyl (1R,5S,6r)-6-((((1R,5S,6R)-5-(5-(oxetan-3-yl)isoxazole-3-carboxamido)-2-azabicyclo[4.1.0]heptan-2-yl)sulfonyl)methyl)-3-azabicyclo[3.1.0]hexane-3-carboxylate